Tri(sec-butyl)germanium hydride C(C)(CC)[GeH](C(C)CC)C(C)CC